5-(trifluoromethyl)pyridine-3-carboxamide FC(C=1C=C(C=NC1)C(=O)N)(F)F